C(C)(C)(C)OC(=O)NC1(CCNCC1)C(=O)O 4-((tert-Butoxycarbonyl)amino)piperidine-4-carboxylic acid